Methyl (2S,4S)-1-((2-(((R)-5-((tert-butyldimethylsilyl)oxy)pentan-2-yl)oxy)-6-methylpyridin-3-yl)sulfonyl)-4-methoxypyrrolidine-2-carboxylate [Si](C)(C)(C(C)(C)C)OCCC[C@@H](C)OC1=NC(=CC=C1S(=O)(=O)N1[C@@H](C[C@@H](C1)OC)C(=O)OC)C